C(C)(C)(C)OC(=O)N1C2CC(CC1C(C2)(F)F)OC2=CC=C1C(=N2)OCC=2C=C(C=CC21)Br.C(C)(C)OCC(=O)C(C(C)=O)(C(C)=O)OC(C)C diisopropoxydiacetylacetone tert-butyl-3-({8-bromo-6H-isochromeno[3,4-b]pyridin-3-yl}oxy)-6,6-difluoro-8-azabicyclo[3.2.1]octane-8-carboxylate